C(C1=CC=CC=C1)SC1(N=NNN1)CC#N L-5-benzylthio-1H-tetrazole-acetonitrile